N-(4-Chloro-3-cyano-1H-indol-7-yl)-1-[(4-hydroxytetrahydropyran-4-yl)methyl]pyrazol-4-sulfonamid ClC1=C2C(=CNC2=C(C=C1)NS(=O)(=O)C=1C=NN(C1)CC1(CCOCC1)O)C#N